(1S,3S)-3-aminodifluoromethylenecyclopentanecarboxylic acid N[C@@H]1C([C@H](CC1)C(=O)O)=C(F)F